8-[2-chloro-8-fluoro-7-[3-(methoxymethoxy)-1-naphthyl]pyrido[4,3-d]pyrimidin-4-yl]-2-oxa-8-azaspiro[4.5]decane ClC=1N=C(C2=C(N1)C(=C(N=C2)C2=CC(=CC1=CC=CC=C21)OCOC)F)N2CCC1(CCOC1)CC2